C(C1=CC=CC=C1)CC(C)=O benzylacetone